2-(3-(3-Bromophenyl)-3-((tetrahydro-2H-pyran-2-yl)oxy)propoxy)-2-methylpropanal BrC=1C=C(C=CC1)C(CCOC(C=O)(C)C)OC1OCCCC1